tert-butyl (tert-butoxycarbonyl)(7-(3-(1-(2,2-difluoro-1-(4-fluorophenyl)propyl)-1H-pyrazol-4-yl)-2,4,6-trifluorophenyl)-[1,2,4]triazolo[1,5-a]pyridin-2-yl)carbamate C(C)(C)(C)OC(=O)N(C(OC(C)(C)C)=O)C1=NN2C(C=C(C=C2)C2=C(C(=C(C=C2F)F)C=2C=NN(C2)C(C(C)(F)F)C2=CC=C(C=C2)F)F)=N1